FC1=C(C=CC=C1)C1=CC(=CN1)C(=O)OC methyl 5-(2-fluorophenyl)-1H-pyrrole-3-carboxylate